C(=O)(O)CCC(=O)C=1NC2=CC(=C(C(=C2C1)F)OCCCOC=1C(=C2CN(CC2=CC1OC)C(CCC(=O)O)=O)F)OC 4-(5-(3-((2-(3-carboxypropanoyl)-4-fluoro-6-methoxy-1H-indol-5-yl)oxy)propoxy)-4-fluoro-6-methoxyisoindolin-2-yl)-4-oxobutanoic acid